1-Ethyl-N'-((1,2,3,5,6,7-hexahydro-s-indacen-4-yl)carbamoyl)-1H-pyrazole-3-sulfonimidamide C(C)N1N=C(C=C1)S(=O)(N)=NC(NC1=C2CCCC2=CC=2CCCC12)=O